CC1(C=CC=C1)[Zr]C1(C(=C(C(=C1C)C)C)C)C (1-methylcyclopentadienyl)(pentamethylcyclopentadienyl)zirconium